1-Ethyl-N-(4-((2-fluoro-4-(4-(trifluoromethyl)piperidin-1-yl)phenyl)amino)benzyl)-5-oxopyrrolidine-3-carboxamide C(C)N1CC(CC1=O)C(=O)NCC1=CC=C(C=C1)NC1=C(C=C(C=C1)N1CCC(CC1)C(F)(F)F)F